N-cyclohexyl-2-(piperazin-1-yl)benzo-[d]thiazole-6-carboxamide C1(CCCCC1)NC(=O)C1=CC2=C(N=C(S2)N2CCNCC2)C=C1